BrC=1C=C(C=CC1)C1(CC(C1)CC)C(=O)NN 1-(3-bromophenyl)-3-ethylcyclobutane-1-carboxylic acid hydrazide